tert-butyl 6-[6-carbamothioyl-7-[2,4-difluoro-6-(2-methoxyethoxy)phenyl]-3-fluoro-thieno[3,2-c]pyridin-4-yl]-3,4-dihydro-1H-isoquinoline-2-carboxylate C(N)(=S)C1=C(C2=C(C(=N1)C=1C=C3CCN(CC3=CC1)C(=O)OC(C)(C)C)C(=CS2)F)C2=C(C=C(C=C2OCCOC)F)F